(2-(2,5-dihydrofuran-2-yl)phenyl)methanol O1C(C=CC1)C1=C(C=CC=C1)CO